FC=1C=C(CN2C(NCC3=CC=C(C=C23)C(=O)NCC2=C(C=C(C=C2F)F)F)=O)C=C(C1)F 1-(3,5-difluorobenzyl)-2-oxo-N-(2,4,6-trifluorobenzyl)-1,2,3,4-tetrahydroquinazoline-7-carboxamide